CC(C)(N=C=O)N=C=O dimethyl-methylene diisocyanate